CC(C)(C)NSC=1SC2=C(N1)C=CC=C2 N-(1,1-dimethyl-ethyl)-2-benzothiazolesulfenamide